2-cyclopropyl-5-nitro-N-(3-(thiazol-2-yl)benzyl)benzamide methyl-4-((4-(2-(tert-butoxy)-2-oxoethyl)phenyl)amino)-6-chloropyridazine-3-carboxylate COC(=O)C=1N=NC(=CC1NC1=CC=C(C=C1)CC(=O)OC(C)(C)C)Cl.C1(CC1)C1=C(C(=O)NCC2=CC(=CC=C2)C=2SC=CN2)C=C(C=C1)[N+](=O)[O-]